F[C@H]1CN(CC[C@H]1NC=1C=2N(C=CC1)C(=C(N2)C#CCNC(OC(C)(C)C)=O)CC(F)(F)F)C tert-butyl N-[3-(8-{[(3S,4R)-3-fluoro-1-methylpiperidin-4-yl]amino}-3-(2,2,2-trifluoroethyl)imidazo[1,2-a]pyridin-2-yl)prop-2-yn-1-yl]carbamate